C(C1=CC=CC=C1)N1C=C(C=CC1=O)C1CN(CCC1(F)F)[C@H](C(=O)NC1=NC=C(C=C1)F)C (S)-(3-(1-benzyl-6-oxo-1,6-dihydropyridin-3-yl)-4,4-difluoropiperidin-1-yl)-N-(5-fluoropyridin-2-yl)propionamide